O=C1NC(CCC1N1C(C2=CC=CC(=C2C1)NCCCCCCNC(OC(C)(C)C)=O)=O)=O tert-butyl (6-((2-(2,6-dioxopiperidin-3-yl)-1-oxoisoindolin-4-yl)amino)hexyl)carbamate